CC1=CC=C(C=C1)[C@@H](C)N1N=C2N(CCCC2)C1=O (5S)-2-[(1R)-1-(4-Methylphenyl)ethyl]-3-oxo-2,3,5,6,7,8-hexahydro[1,2,4]triazolo[4,3-a]pyridin